C1(=CC=CC=C1)C1=NC(=NC(=N1)C1=CC=CC=C1)C1=C(C=C(C(=C1N1C2=CC=CC=C2C=2C=C(C=CC12)C1=CC=CC=C1)C1=NC(=NC(=N1)C1=CC=CC=C1)C1=CC=CC=C1)N1C2=CC=CC=C2C=2C=C(C=CC12)C)N1C2=CC=CC=C2C=2C=C(C=CC12)C 9,9'-(4,6-bis(4,6-diphenyl-1,3,5-triazin-2-yl)-5-(3-phenyl-9H-carbazol-9-yl)-1,3-phenylene)bis(3-methyl-9H-carbazole)